5-(4-(trifluoromethoxy)phenyl)-1,3,4-oxadiazol-2-amine FC(OC1=CC=C(C=C1)C1=NN=C(O1)N)(F)F